ClC=1C=CC(=C(C1)/C=C/C(=O)NC1C\C=C/[C@H](CC(NC2=CC=CC=C2C2=CNC1=N2)=O)C)N2N=NN=C2 (E)-3-(5-Chloro-2-tetrazol-1-yl-phenyl)-N-((Z)-(S)-11-methyl-9-oxo-8,17,19-triaza-tricyclo[14.2.1.02,7]nonadeca-1(18),2,4,6,12,16(19)-hexaen-15-yl)-acrylamide